FC(C1=NC=CC2=C1C=CN2)(F)F 4-(trifluoromethyl)-1H-pyrrolo[3,2-c]pyridine